C(C)(C)(C)C1=CC=C(C=C1)N1C2=CC=CC=C2C=2C(=CC=CC12)O 9-(4-(tert-butyl)phenyl)-9H-carbazole-4-ol